C(C)(C)(C)C1=CC=C(C=C1)SC1=CC=C(C=C1)C(C)(C)C bis(4-(tert-butyl) phenyl) sulfide